P(=S)(SCC(CCCC)CC)(OCC(CCCC)CC)[O-] di(2-ethylhexyl) Dithiophosphate